2-hydroxyethyl acrylate (β-hydroxyethyl acrylate) OCCC(C(=O)O)=C.C(C=C)(=O)OCCO